C(#N)C(C(=O)NC([O-])=O)=NNC1=CC(=C(C(=C1)C)OC=1C=C2CCNC(C2=CC1)=O)C (2-cyano-2-(2-(3,5-dimethyl-4-((1-oxo-1,2,3,4-tetrahydroisoquinolin-6-yl)oxy)phenyl)hydrazono)acetyl)carbamate